N-(5-((6-((R)-3-(2,3-dichlorophenyl)isoxazolidine-2-yl)pyrimidine-4-yl)amino)-2-(4-((1S,4S)-5-ethyl-2,5-diazabicyclo[2.2.1]heptane-2-yl)piperidine-1-yl)-4-methoxyphenyl)acrylamide ClC1=C(C=CC=C1Cl)[C@@H]1N(OCC1)C1=CC(=NC=N1)NC=1C(=CC(=C(C1)NC(C=C)=O)N1CCC(CC1)N1[C@@H]2CN([C@H](C1)C2)CC)OC